(S)-5-((5-(cinnolin-6-yl)-7H-pyrrolo[2,3-d]pyrimidin-2-yl)amino)-1-methylpiperidin-2-one N1=NC=CC2=CC(=CC=C12)C1=CNC=2N=C(N=CC21)N[C@H]2CCC(N(C2)C)=O